CN(C)C=C1C(C(CC1)=O)(C1=NN(C=C1)COCC[Si](C)(C)C)C ((dimethylamino)methylene)-2-methyl-2-(1-((2-(trimethylsilyl)ethoxy)methyl)-1H-pyrazol-3-yl)cyclopentan-1-one